C(C)(=O)OC1COC(C(C1OC(C)=O)OC(C)=O)SC 6-(methyl thio)tetrahydro-2H-pyran-3,4,5-triyl triacetate